BrC=1N(C2=CC(=CC=C2C1SC=1C=C(C(=O)O)C=CC1)Cl)C=1C=NN(C1)CCC 3-((2-bromo-6-chloro-1-(1-propyl-1H-pyrazol-4-yl)-1H-indol-3-yl)thio)benzoic acid